ClC=1C=C(C=CC1)C1=C(N=CC(=N1)CN1C=NC=C1)OCC 1-{[6-(3-Chlorophenyl)-5-ethoxypyrazin-2-yl]methyl}-1H-imidazole